N-[(4S)-3,4-dihydro-2H-1-benzopyran-4-yl]-7-fluoro-4-(morpholin-4-yl)-8-(2,3,5-trifluorophenyl)-1,5-naphthyridine-3-carboxamide O1CC[C@@H](C2=C1C=CC=C2)NC(=O)C=2C=NC1=C(C(=CN=C1C2N2CCOCC2)F)C2=C(C(=CC(=C2)F)F)F